Cl.Cl.N[C@H](C(=O)OCC1=CC(=NC(=C1)Cl)Cl)CCCCCN (2,6-Dichloropyridin-4-yl)methyl (S)-2,7-diaminoheptanoate dihydrochloride